O=C1N2CCC3CCC(CC4CNC(OCCCCCC5CCC1CC5)NC4)CC3C2 2-oxo-12-oxa-1,14,28-triazapentacyclo[16.5.3.23,6.213,16.021,25]triacontan